4-fluoro-N-(4-methoxybenzyl)-N-Methyl-3-(6-methyl-6,7-dihydro-5H-pyrrolo[1,2-a]imidazol-2-yl)benzenesulfonamide FC1=C(C=C(C=C1)S(=O)(=O)N(C)CC1=CC=C(C=C1)OC)C=1N=C2N(C1)CC(C2)C